2,4,6-triisopropylphenyl vinyl sulfide C(=C)SC1=C(C=C(C=C1C(C)C)C(C)C)C(C)C